N-(1,1-Dioxido-2,3-dihydrothiophen-3-yl)-2,6-dimethoxyquinoline-3-carboxamide O=S1(CC(C=C1)NC(=O)C=1C(=NC2=CC=C(C=C2C1)OC)OC)=O